6-(4-((2-(2-methylpiperidin-1-yl)-5-oxo-5,6-dihydropyrimido[4,5-d]pyridazin-4-yl)amino)phenyl)-6-azaspiro[2.5]octane-1-carboxylic acid CC1N(CCCC1)C=1N=C(C2=C(C=NNC2=O)N1)NC1=CC=C(C=C1)N1CCC2(CC2C(=O)O)CC1